N2-(2-aminoindan-5-yl)-N4-[2-(6-methyl-2-pyridyl)pyrimidin-4-yl]pyrimidine-2,4-diamine NC1CC2=CC=C(C=C2C1)NC1=NC=CC(=N1)NC1=NC(=NC=C1)C1=NC(=CC=C1)C